FC(CN1N=CC=2C1=NC(=CN2)NC2C[C@@H]1[C@@H](CN(C1)C1=NC=C(C=C1)C(F)(F)F)C2)F (3aR,5S,6aS)-N-[1-(2,2-difluoroethyl)-1H-pyrazolo[3,4-b]pyrazin-6-yl]-2-[5-(trifluoromethyl)pyridin-2-yl]-octahydrocyclopenta[c]pyrrol-5-amine